NC\C=C(\CN1N=NC2=C1C=C(C=C2C2=CC(=CC=C2)S(=O)(=O)N2CCCC2)C(=O)N2CCCC2)/F (Z)-(1-(4-amino-2-fluorobut-2-en-1-yl)-4-(3-(pyrrolidin-1-ylsulfonyl)phenyl)-1H-benzo[d][1,2,3]triazol-6-yl)(pyrrolidin-1-yl)methanone